N=1C=NN2C1C=C(C=C2)OC2=C(C=C(C=C2)NC=2C=CN1N=CN=C(C12)C1(CN(C1)C(\C=C\CN(C)C)=O)O)C (E)-1-(3-(5-((4-([1,2,4]triazolo[1,5-a]pyridin-7-yloxy)-3-methylphenyl)amino)pyrrolo[2,1-f][1,2,4]triazin-4-yl)-3-hydroxyazetidin-1-yl)-4-(dimethylamino)but-2-en-1-one